heptadecan-9-yl 8-((3-((tert-butoxycarbonyl)(thiazol-2-yl)amino)propyl) (8-(nonyloxy)-8-oxooctyl)amino)octanoate C(C)(C)(C)OC(=O)N(CCCN(CCCCCCCC(=O)OC(CCCCCCCC)CCCCCCCC)CCCCCCCC(=O)OCCCCCCCCC)C=1SC=CN1